Adenosylmethionine butanesulfonate C(CCC)S(=O)(=O)O.[C@@H]1([C@H](O)[C@H](O)[C@@H](CN[C@@H](CCSC)C(=O)O)O1)N1C=NC=2C(N)=NC=NC12